OC=1C=C2C(=CN(C2=CC1)CCCC)CCNC(C)=O N-[2-(5-Hydroxy-1-Butyl-1H-indol-3-yl)ethyl]acetamide